(S)-2-chloro-N-(5-chloro-6-(pyrrolidin-1-yl)pyridin-3-yl)-8,8-dimethyl-7,8-dihydro-6H-cyclopenta[e]pyrazolo[1,5-a]pyrimidine-6-carboxamide ClC1=NN2C(N=CC3=C2C(C[C@@H]3C(=O)NC=3C=NC(=C(C3)Cl)N3CCCC3)(C)C)=C1